[B].[Si].C(C)(C)(C)P(C1=C(C=CC=C1)C1=C(C=C(C=C1C(C)C)C(C)C)C(C)C)C(C)(C)C di-tert-butyl-(2',4',6'-triisopropyl-[1,1'-biphenyl]-2-yl)phosphine Silicon-Boron